oxadiazoleformylhydrazine tert-butyl-(3S,4R)-3-((2-((1-ethyl-1H-pyrazol-4-yl)amino)-5-methyl-7H-pyrrolo[2,3-d]pyrimidin-4-yl)oxy)-4-fluoropiperidine-1-carboxylate C(C)(C)(C)OC(=O)N1C[C@@H]([C@@H](CC1)F)OC=1C2=C(N=C(N1)NC=1C=NN(C1)CC)NC=C2C.O2N=NC(=C2)C(=O)NN